2-[(2E)-2-(aminomethyl)-3-fluoroprop-2-en-1-yl]-4-{3-[6-(morpholin-4-yl)pyridin-3-yl]phenyl}-2,4-dihydro-3H-1,2,4-triazol-3-one hydrochloride Cl.NC/C(/CN1N=CN(C1=O)C1=CC(=CC=C1)C=1C=NC(=CC1)N1CCOCC1)=C\F